C1(CC1)N(C=1C2=C(N=CN1)N(C=C2)CC2C(CN(CC2)C(C(=O)N)CO)O)CC2=CC=C(C=C2)C(F)(F)F 2-(4-((4-(cyclopropyl(4-(trifluoromethyl)benzyl)amino)-7H-pyrrolo[2,3-d]pyrimidin-7-yl)methyl)-3-hydroxypiperidin-1-yl)-3-hydroxypropanamide